2,3-dihydropyrimidine N=1CNC=CC1